3-(2-Chloro-6-fluorophenyl)-7-(4-ethyl-3-(hydroxymethyl)-5-oxo-4,5-dihydro-1H-1,2,4-triazol-1-yl)-6-fluoro-1-isopropyl-2-methyl-2,3-dihydroquinazolin-4(1H)-one ClC1=C(C(=CC=C1)F)N1C(N(C2=CC(=C(C=C2C1=O)F)N1N=C(N(C1=O)CC)CO)C(C)C)C